(1S,3R,4S)-N-[(1S)-1-cyano-2-[(3S)-2-oxo-3-piperidyl]ethyl]-2-(4,7-difluoro-1H-indole-2-carbonyl)-5,5-difluoro-2-azabicyclo[2.2.2]octane-3-carboxamide C(#N)[C@H](C[C@H]1C(NCCC1)=O)NC(=O)[C@@H]1N([C@@H]2CC([C@H]1CC2)(F)F)C(=O)C=2NC1=C(C=CC(=C1C2)F)F